C(C1=CC=CC=C1)(=O)C1=CC(=C(OC2=C(C=C(C=C2Cl)NC(C(=O)O)=O)Cl)C(=C1)C)C 2-((4-(4-benzoyl-2,6-dimethylphenoxy)-3,5-dichlorophenyl)amino)-2-oxoacetic acid